NC(C)C1=NC(=NN1C1=NC=CC=C1C#N)C(F)F [5-(1-aminoethyl)-3-(difluoromethyl)-1,2,4-triazol-1-yl]pyridine-3-carbonitrile